dodecanamide C(CCCCCCCCCCC)(=O)N